O=C1NC(CCC1N1C(N(C2=C1C=C(C=C2C2CCN(CC2)C(=O)OC(C)(C)C)F)C)=O)=O tert-butyl 4-[1-(2,6-dioxo-3-piperidyl)-6-fluoro-3-methyl-2-oxo-benzimidazol-4-yl]piperidine-1-carboxylate